ethyl 2-(4-chlorophenyl)propanoate ClC1=CC=C(C=C1)C(C(=O)OCC)C